4-chloro-5-formylmethylpyridinium ClC1=CC=[NH+]C=C1CC=O